1-(5-cyano-1-((2R,3R,4S,5R)-3,4-dihydroxy-5-(hydroxymethyl)tetrahydrofuran-2-yl)-1H-imidazol-4-yl)guanidine benzoate C(C1=CC=CC=C1)(=O)O.C(#N)C1=C(N=CN1[C@@H]1O[C@@H]([C@H]([C@H]1O)O)CO)NC(=N)N